The molecule is an L-alpha-amino acid zwitterion obtained by transfer of a proton from the carboxy to the amino group of L-vinylglycine; major species at pH 7.3. It is a tautomer of a L-vinylglycine. C=C[C@@H](C(=O)[O-])[NH3+]